6-(1-(1-acetylpiperidin-4-yl)-5-methyl-1H-pyrazol-4-yl)-4-((3-fluoro-4-methylpyridin-2-yl)thio)pyrazolo[1,5-a]pyridine-3-carbonitrile C(C)(=O)N1CCC(CC1)N1N=CC(=C1C)C=1C=C(C=2N(C1)N=CC2C#N)SC2=NC=CC(=C2F)C